N'-phenyl-N-quinolin-8-ylcyclopropane-1,1-dicarboxamide C1(=CC=CC=C1)NC(=O)C1(CC1)C(=O)NC=1C=CC=C2C=CC=NC12